C(CCC)SN1C(CCCC1(C)C)(C)C 1-butylmercapto-2,2,6,6-tetramethylpiperidine